N1-[(2,4-dimethoxyphenyl)methyl]-N5-methyl-isoquinoline-1,5-diamine COC1=C(C=CC(=C1)OC)CNC1=NC=CC=2C(=CC=CC12)NC